(3-(2-Chloroacetamido)-4-isopropylphenyl)(ethyl)carbamic acid tert-butyl ester C(C)(C)(C)OC(N(CC)C1=CC(=C(C=C1)C(C)C)NC(CCl)=O)=O